N,N-bis(2-hydroxyethyl)glycine sodium [Na].OCCN(CC(=O)O)CCO